4,4-difluoro-1-phenyl-2-(pyridin-3-yl)butan-1-one Tert-Butyl-(5R,6S)-5-(aminomethyl)-2,2-difluoro-6-methylmorpholine-4-carboxylate C(C)(C)(C)OC(=O)N1CC(O[C@H]([C@H]1CN)C)(F)F.FC(CC(C(=O)C1=CC=CC=C1)C=1C=NC=CC1)F